C(C(C)C)N1CCC2(CC1)N(CC(CC(CC(C(C(C(OC2)=O)(C)C)=O)C)(C)OC)C)C 3-isobutyl-11-methoxy-7,9,11,13,15,15-hexamethyl-17-oxa-3,7-diazaspiro[5.12]octadecane-14,16-dione